(Z)-1-Butyl-1-(cyclooct-4-en-1-yl)piperidin-1-ium iodide [I-].C(CCC)[N+]1(CCCCC1)C1CC\C=C/CCC1